C1(=CC=CC=C1)C(C(CCC[C@H](N)C(=O)O)N)(C1=CC=C(C=C1)C)C1=CC=CC=C1 6-(diphenyl(p-tolyl)methyl)-L-lysine